1-(7-ethoxy-4,6-difluorodibenzothiophen-3-yl)cyclopentanol C(C)OC1=C(C2=C(C3=C(S2)C(=C(C=C3)C3(CCCC3)O)F)C=C1)F